OC1=C(N=C(C2=CC(=CC=C12)OC=1SC=CC1)C)C(=O)NCC(=O)O 2-[4-hydroxy-1-methyl-7-(thiophen-2-yloxy)isoquinoline-3-carbonylamino]acetic acid